C(C)(C)(C)OC(=O)N1CCC(CC1)C(CO)C 4-(1-hydroxy-prop-2-yl)piperidine-1-carboxylic acid tert-butyl ester